2-[[4-[1-methyl-4-(4-pyridinyl)pyrazol-3-yl]phenoxy]methyl]quinazoline-4-carboxylic acid methyl ester COC(=O)C1=NC(=NC2=CC=CC=C12)COC1=CC=C(C=C1)C1=NN(C=C1C1=CC=NC=C1)C